C1(CCC1)C1=CC(=NO1)C[C@@H]1[C@@H]([C@H]([C@H]([C@H](O1)CO)O)N1N=NC(=C1)C1=CC(=C(C(=C1)F)F)F)OC (2R,3R,4S,5R,6R)-6-((5-Cyclobutylisoxazol-3-yl)methyl)-2-(hydroxymethyl)-5-methoxy-4-(4-(3,4,5-trifluorophenyl)-1H-1,2,3-triazol-1-yl)tetrahydro-2H-pyran-3-ol